C(CCCCCCCC=CCC=CCC=CCC)O octadec-9,12,15-trien-1-yl alcohol